1-(2-(2-(((3R,4R)-3-fluoro-1-((1-methyl-1H-pyrazol-4-yl)sulfonyl)piperidin-4-yl)amino)-5-(trifluoromethyl)pyrimidin-4-yl)thiazol-5-yl)-2-methylpropan-2-ol F[C@@H]1CN(CC[C@H]1NC1=NC=C(C(=N1)C=1SC(=CN1)CC(C)(O)C)C(F)(F)F)S(=O)(=O)C=1C=NN(C1)C